The molecule is this is compound 8 in pmid:31045362 It is a member of phenols, a naphtho-gamma-pyrone, a cyclic hemiketal and a heptaketide. COC1=CC2=CC3=C(C(=C2C(=C1)O)O)C(=O)OC(=C3)CC(=O)OC